9,9'-diethyl-6,6'-bis(4-aminophenoxy)-3,3'-bicarbazole C(C)N1C2=CC=C(C=C2C=2C=C(C=CC12)C=1C=CC=2N(C3=CC=C(C=C3C2C1)OC1=CC=C(C=C1)N)CC)OC1=CC=C(C=C1)N